2-(4-((6-chlorobenzo[d]oxazol-2-yl)oxy)phenoxy)propanoyl chloride ClC1=CC2=C(N=C(O2)OC2=CC=C(OC(C(=O)Cl)C)C=C2)C=C1